CN1CC2=NC=C(C=C2C1=O)C1=C(C=CC(=N1)C#N)C1=CN=C(O1)CC(C)(C)C 6-(6-Methyl-5-oxo-6,7-dihydro-5H-pyrrolo[3,4-b]pyridin-3-yl)-5-(2-neopentyloxazol-5-yl)picolinonitril